6-amino-1-((7R,11R,E)-3,7,11,15-tetramethyl-2-hexadecenyl)pyrimid-2(1H)-one NC1=CC=NC(N1C\C=C(\CCC[C@@H](CCC[C@@H](CCCC(C)C)C)C)/C)=O